C(C1=CC=CC=C1)OC(=O)N1C(C(N(CC1)C=1N=C2N(C=C(C=C2)C(NC)=O)C1)=O)CCC(=O)O 3-(1-((benzyloxy)carbonyl)-4-(6-(methylcarbamoyl)imidazo[1,2-a]pyridin-2-yl)-3-oxopiperazin-2-yl)propanoic acid